5-(1-((1R,5S,6r)-bicyclo[3.1.0]hexan-6-yl)-1,6-dihydroimidazo[4,5-d]pyrrolo[2,3-b]pyridin-2-yl)furan-2-carbaldehyde [C@H]12CCC[C@@H]2C1N1C(=NC=2C1=C1C(=NC2)NC=C1)C1=CC=C(O1)C=O